diphenylhexanediamide C1(=CC=CC=C1)C(C(=O)N)(CCCC(=O)N)C1=CC=CC=C1